3-[4-fluoro-4-(hydroxymethyl)piperidin-1-yl]cyclobutane-1-carboxamide FC1(CCN(CC1)C1CC(C1)C(=O)N)CO